C(#N)C=1N(C2=CC=CC=C2C1F)CCNC1=CC(=NC=N1)C1=CC(=CS1)C(F)(F)F 5-{6-[2-(2-Cyano-3-fluoro-indol-1-yl)-ethylamino]-pyrimidin-4-yl}-3-trifluoromethyl-thiophen